5-(2,4-dichlorophenyl)-1,3,4-oxadiazole-2-thiol ClC1=C(C=CC(=C1)Cl)C1=NN=C(O1)S